ClC1=NC(=CC(=N1)N1CCN(CC1)CC1=CC=C(CC=2C=3C4=C(C(N(C4=CC2)C2C(NC(CC2)=O)=O)=O)C=CC3)C=C1)C(F)(F)F 3-(6-(4-((4-(2-chloro-6-(trifluoromethyl)pyrimidin-4-yl)piperazin-1-yl)methyl)benzyl)-2-oxobenzo[cd]indol-1(2H)-yl)piperidine-2,6-dione